chloro-[1,3-bis(2,4-difluorophenyl)imidazoline-2-ylidene]gold(i) Cl[Au-2]=C1N(CCN1C1=C(C=C(C=C1)F)F)C1=C(C=C(C=C1)F)F